C(C)(C)(C)OC(=O)N(C(OC(C)(C)C)=O)C1=NC=CC2=C1N=CN2CC2=C(C=C(C=C2O)Cl)Cl tert-butyl (tert-butoxycarbonyl)(1-(2,4-dichloro-6-hydroxybenzyl)-1H-imidazo[4,5-c]pyridin-4-yl)carbamate